1-(3-(6-chloro-3-(1H-imidazol-1-yl)-5-methoxy-1-methyl-1H-pyrrolo[3,2-b]pyridin-2-yl)-1H-1,2,4-triazol-5-yl)-2-methoxyethan-1-ol ClC=1C=C2C(=NC1OC)C(=C(N2C)C2=NNC(=N2)C(COC)O)N2C=NC=C2